C(C)(C)(C)[Si](C)(C)OCC1=C(C=C(C=C1)C1COC1)F t-butyl-((2-fluoro-4-(oxetan-3-yl)benzyl)oxy)dimethylsilane